(4R,5S,6R)-6-((R)-1-(2,2-Difluoroacetamido)ethyl)-4-methyl-3-((3S,5S)-5-(morpholinomethyl)pyrrolidin-3-ylthio)-7-oxo-1-azabicyclo[3.2.0]hept-2-ene-2-carboxylic acid FC(C(=O)N[C@H](C)[C@@H]1[C@H]2[C@H](C(=C(N2C1=O)C(=O)O)S[C@@H]1CN[C@@H](C1)CN1CCOCC1)C)F